N(=C=O)CC1CC(CCC1)CN=C=O 2,6-diisocyanatomethylcyclohexane